C(C)N(C(O)=O)SCC1=CC=C(C=C1)C(F)(F)F ethyl-[(4-(trifluoromethyl)benzyl)thio]carbamic acid